4-bromo-6,7-dichloro-2,3-dihydroinden-1-one BrC1=C2CCC(C2=C(C(=C1)Cl)Cl)=O